methyl 2-(4-(6-(5-(6-methylpyridin-2-yl)-1H-imidazol-4-yl)quinolin-3-yl)piperazin-2-yl)acetate CC1=CC=CC(=N1)C1=C(N=CN1)C=1C=C2C=C(C=NC2=CC1)N1CC(NCC1)CC(=O)OC